C1(=CC=CC=C1)C#CC1=CC=C(C=C1)C1=CC=CC=C1 p-diphenyl-ethynyl-benzene